2-(3,3-bis(2-cyanophenyl)-1,1,1-trifluoropropan-2-yl)-N-(isoxazol-4-yl)-5-methoxy-1-methyl-6-oxo-1,6-dihydropyrimidine-4-carboxamide C(#N)C1=C(C=CC=C1)C(C(C(F)(F)F)C=1N(C(C(=C(N1)C(=O)NC=1C=NOC1)OC)=O)C)C1=C(C=CC=C1)C#N